CS(=N)(=O)CC[C@@H](C(=O)O)N The molecule is a methionine sulfoximine in which the amino group has S-stereochemistry. It has a role as an EC 6.3.1.2 (glutamate--ammonia ligase) inhibitor. It is a methionine sulfoximine, a L-methionine derivative and a non-proteinogenic L-alpha-amino acid. It is a tautomer of a L-methionine sulfoximine zwitterion.